NC1=NN2C(C=C(C=C2)C=2C=C3C(=CN(C3=CC2)C)C(=O)N[C@H]2CCC3=CC=C(C=C23)F)=N1 (S)-5-(2-amino-[1,2,4]triazolo[1,5-a]pyridin-7-yl)-N-(6-fluoro-2,3-dihydro-1H-inden-1-yl)-1-methyl-1H-indole-3-carboxamide